COC1=C(C=CC=C1[N+](=O)[O-])N=S1(CCC1)=O 1-((2-methoxy-3-nitrophenyl)imino)-1λ6-Thietane 1-oxide